4-nitrobenzyl (4-oxocyclohexyl)carbamate O=C1CCC(CC1)NC(OCC1=CC=C(C=C1)[N+](=O)[O-])=O